trans-(4-morpholin-4-ylbutoxycarbonyl)-oxirane N1(CCOCC1)CCCCOC(=O)C1OC1